CCCOCCOCCOCCCOCC(NCC)=O 1-methyl-15-oxo-3,6,9,13-tetraoxa-16-azaoctadecan